COC1=CC=C(C=C1)CN(CCC(=O)OC)CC1=CC=C(C=C1)OC Methyl 3-[bis[(4-methoxyphenyl)methyl] amino]propanoate